The molecule is an oxo-fatty acyl-CoA that results from the formal condensation of the thiol group of coenzyme A with the carboxylic acid group of 3-oxolauroic acid. It has a role as a human metabolite, a Saccharomyces cerevisiae metabolite, an Escherichia coli metabolite and a mouse metabolite. It derives from a 3-oxolauric acid and a lauroyl-CoA. It is a conjugate acid of a 3-oxolauroyl-CoA(4-). CCCCCCCCCC(=O)CC(=O)SCCNC(=O)CCNC(=O)[C@@H](C(C)(C)COP(=O)(O)OP(=O)(O)OC[C@@H]1[C@H]([C@H]([C@@H](O1)N2C=NC3=C(N=CN=C32)N)O)OP(=O)(O)O)O